C[C@@H](C(=O)[O-])[NH3+] The molecule is zwitterionic form of L-alanine arising from transfer of a proton from the carboxy to the amino group; major species at pH 7.3. It is a tautomer of a L-alanine.